C(C)(C)(C)OC(=O)N1CCN(C2=CC=CC(=C12)C)C1=CC2=C(N=C(N=C2)NC2=CC=C(C=C2)CC2CN(C2)S(=O)(=O)C)N(C1=O)C 8-methyl-4-[8-methyl-2-[4-[(1-methylsulfonylazetidin-3-yl)methyl]anilino]-7-oxo-pyrido[2,3-d]pyrimidin-6-yl]-2,3-dihydroquinoxaline-1-carboxylic acid tert-butyl ester